N-((5-chloro-6-fluoro-4-(2-((1S,2S)-2-fluorocyclopropane-1-carboxamido)imidazo[1,2-a]pyrazin-6-yl)-1H-indazol-7-yl)(cyano)methyl)-2-fluorocyclopropane-1-carboxamide ClC=1C(=C2C=NNC2=C(C1F)C(NC(=O)C1C(C1)F)C#N)C=1N=CC=2N(C1)C=C(N2)NC(=O)[C@H]2[C@H](C2)F